C(OCC)(OC=1C(=NC=CC1OC)C(N[C@@H](C)C1=NOC(=N1)C1=CC=C(C=C1)C(F)(F)F)=O)=O (S)-ethyl (4-methoxy-2-((1-(5-(4-(trifluoromethyl)phenyl)-1,2,4-oxadiazol-3-yl)ethyl)carbamoyl)pyridin-3-yl) carbonate